C(=O)(C(=C)C)C(CO)O methacrylethylene glycol